1-fluoro-3-[[7-(5-methyl-1,2,4-oxadiazol-3-yl)-1-isoquinolyl]amino]cyclobutanecarboxylic acid FC1(CC(C1)NC1=NC=CC2=CC=C(C=C12)C1=NOC(=N1)C)C(=O)O